3-cyano-4-methylbenzenesulfonyl chloride C(#N)C=1C=C(C=CC1C)S(=O)(=O)Cl